5-(3-hydroxy-2,6-dimethylphenyl)-2-(2-methylpyrimidin-5-yl)-1H-pyrrolo[2,3-b]pyridine-4-carboxamide OC=1C(=C(C(=CC1)C)C1=C(C2=C(N=C1)NC(=C2)C=2C=NC(=NC2)C)C(=O)N)C